C1(CC1)CN1CC2=CC=C(C=C2C1)NC=1C=NC(=C(C1)F)N1CCCCC1 2-(cyclopropylmethyl)-N-(5-fluoro-6-(piperidin-1-yl)pyridin-3-yl)isoindolin-5-amine